N2-[(2R)-2-aminopropyl]-5-chloro-3-methyl-N7-[(thiophen-2-yl)methyl]thieno[3,2-b]pyridine-2,7-diamine N[C@@H](CNC1=C(C2=NC(=CC(=C2S1)NCC=1SC=CC1)Cl)C)C